NC1=NC=NC(=C1OCCN(C(OC(C)(C)C)=O)C)C1=C(C(=CC(=C1)F)NC(=O)C1=C(C2=C(CC3(CC3)O2)C=C1)F)C tert-Butyl (2-((4-amino-6-(5-fluoro-3-(7-fluoro-3H-spiro[benzofuran-2,1'-cyclopropane]-6-carboxamido)-2-methylphenyl)pyrimidin-5-yl)oxy)ethyl)(methyl)carbamate